potassium silicon iodide [Si](I)(I)(I)I.[K]